7-((3-amino-5-fluoro-1H-pyrazolo[3,4-b]pyridin-6-yl)amino)isoindolin-1-one NC1=NNC2=NC(=C(C=C21)F)NC=2C=CC=C1CNC(C21)=O